[Mg+2].O=C1C(O)=C([O-])[C@H](O1)[C@@H](O)CO.O=C1C(O)=C([O-])[C@H](O1)[C@@H](O)CO ascorbic acid magnesium salt